alpha-L-sorbose OC[C@]1(O)[C@@H](O)[C@H](O)[C@@H](O)CO1